CC=1N(C=CN1)CCN 2-(2-methylimidazol-1-yl)ethanamine